isononyl 3-(3,5-di-tert-butyl-4-hydroxyphenyl)propionate C(C)(C)(C)C=1C=C(C=C(C1O)C(C)(C)C)CCC(=O)OCCCCCCC(C)C